CC1(COC2=CC(=CC=C2C1NC(O[C@@H]1CN2CCC1CC2)=O)C=2C=NC=C(C2)C)C (S)-quinuclidin-3-yl (3,3-dimethyl-7-(5-methyl pyridin-3-yl)chroman-4-yl)carbamate